N-(6-(1-cyano-2-methylcyclopropyl)isoquinolin-3-yl)cyclopropanecarboxamide C(#N)C1(C(C1)C)C=1C=C2C=C(N=CC2=CC1)NC(=O)C1CC1